5-cyano-3-(imidazol-1-yl)-N-[(trans)-4-methoxycyclohexyl]isoquinoline-1-carboxamide C(#N)C1=C2C=C(N=C(C2=CC=C1)C(=O)N[C@@H]1CC[C@H](CC1)OC)N1C=NC=C1